(2,6-dichloro-7H-purin-9-yl)-N-(3,4-dimethoxyphenyl)acetamide ClC1=NC(=C2NCN(C2=N1)CC(=O)NC1=CC(=C(C=C1)OC)OC)Cl